C(CCCCCCCCCCC)(=O)[O-].C(CCCCCCCCCCC)(=O)[O-].C(CCC)[Sn+2]CCCC dibutyltin bis-laurate